COC(CCCC(=O)N(C=1SC(=C(N1)C(NC1C(CC1)(C)C)=O)C)C1=CC(=NC(=C1)F)F)=O 5-[(2,6-difluoro-4-pyridinyl)-[4-[(2,2-dimethylcyclobutyl)carbamoyl]-5-methyl-thiazol-2-yl]amino]-5-oxo-pentanoic acid methyl ester